benzothiophen-4-ol S1C=CC=2C1=CC=CC2O